2,4-bis[2-hydroxy-4-(2-hydroxyethoxy)phenyl]-6-(2,4-dimethylphenyl)-s-triazine OC1=C(C=CC(=C1)OCCO)C1=NC(=NC(=N1)C1=C(C=C(C=C1)OCCO)O)C1=C(C=C(C=C1)C)C